BrCC1(CC1)C 1-(bromomethyl)-1-methylcyclopropane